C(C)(C)(C)OC(=O)N1C(CCCC1)C=1SC=CN1 2-thiazol-2-yl-piperidine-1-carboxylic acid tert-butyl ester